C1(=O)OCC2=CC=CC=C12 racemic-phthalide